3,3'-((oxybis(ethane-2,1-diyl))bis(oxy))dipropionitrile O(CCOCCC#N)CCOCCC#N